ClC1=C(CNC(=O)C2C=3C=CC=NC3C(CC2)(CO)O)C(=CC(=C1)Cl)C N-(2,4-dichloro-6-methylbenzyl)-8-hydroxy-8-(hydroxymethyl)-5,6,7,8-tetrahydroquinoline-5-carboxamide